COC(=O)N1CCC2(CN(C(N2CC2=C(C(=CC=C2)F)C)=O)C2=CC=C(C=C2)C=2C=NNC2)CC1 3-(4-(1H-pyrazol-4-yl)phenyl)-1-(3-fluoro-2-methylbenzyl)-2-oxo-1,3,8-triazaspiro[4.5]decane-8-carboxylic acid methyl ester